C1(CCC1)NC(C[C@H](CC(C)C)NC(=O)C1=NN(C(=C1)C1=C(C=CC=C1OC)OC)CC(C)C)=O (3S)-N-cyclobutyl-3-{[5-(2,6-dimethoxyphenyl)-1-(2-methylpropyl)-1H-pyrazol-3-yl]formamido}-5-methylhexanamide